4-[2-(3-bromophenyl)ethynyl]-1-methyl-piperidine BrC=1C=C(C=CC1)C#CC1CCN(CC1)C